BrC1=NC(=CC=C1)C=1OC(=NN1)C 2-bromo-6-(5-methyl-1,3,4-oxadiazol-2-yl)pyridine